3-(5-((4-benzhydryl-piperazin-1-yl)methyl)-4-fluoro-1-oxoisoindolin-2-yl)piperidine-2,6-dione C(C1=CC=CC=C1)(C1=CC=CC=C1)N1CCN(CC1)CC=1C(=C2CN(C(C2=CC1)=O)C1C(NC(CC1)=O)=O)F